tert-Butoxycarbonyl-L-glutamic acid C(C)(C)(C)OC(=O)N[C@@H](CCC(=O)O)C(=O)O